7,7-dimethyl-2-methylene-norbornane CC1(C2CC(C1CC2)=C)C